COC1C=C(/C=C/C(=O)NCCC2C=CC(O)=CC=2)C=CC=1O N-trans-feruloyltyramine